(S)-1-(6-Chloro-4,8-bis(methylamino)pyrimido[5,4-d]pyrimidin-2-ylamino)propan-2-ol ClC=1N=C(C=2N=C(N=C(C2N1)NC)NC[C@H](C)O)NC